5-(4-(bis(4-methoxyphenyl)amino)phenyl)thiophene-2-carbaldehyde COC1=CC=C(C=C1)N(C1=CC=C(C=C1)C1=CC=C(S1)C=O)C1=CC=C(C=C1)OC